Propan-2-yl 2-({[(1S)-1-[4-(2-methylpropyl)phenyl]ethyl]carbamoyl}oxy)-3-(pyrimidin-2-yl)propanoate CC(CC1=CC=C(C=C1)[C@H](C)NC(=O)OC(C(=O)OC(C)C)CC1=NC=CC=N1)C